BrC1=CC(=NC=C1)C(C)N(C(=O)C1=CC2=CC=CC(=C2C=C1)OC1=CC=C(C=C1)C(F)(F)F)CC1=C(C=C(C=C1)OC)OC N-(1-(4-bromopyridin-2-yl)ethyl)-N-(2,4-dimethoxybenzyl)-5-(4-(trifluoromethyl)phenoxy)-2-naphthamide